CC1=CC=C2C(=N1)NC=C2C2=CC=1N(C=C2)N=CC1C(=O)NC=1C=NC=CC1 5-(6-methyl-1H-pyrrolo[2,3-b]pyridin-3-yl)-N-(pyridin-3-yl)pyrazolo[1,5-a]pyridine-3-carboxamide